CC1=NC(=NC=2N([C@H](C(NC12)=O)C)C)N[C@@H]1C[C@H](C1)OC1=CC(=C(C(=C1)F)F)F (7S)-4,7,8-trimethyl-2-((trans-3-(3,4,5-trifluorophenoxy)cyclobutyl)amino)-7,8-dihydropteridin-6(5H)-one